ethyl 3-bromo-4-oxo-4,5,6,7-tetrahydropyrazolo[1,5-a]pyrazine-2-carboxylate BrC=1C(=NN2C1C(NCC2)=O)C(=O)OCC